4-(((3-bromo-2-methoxy-5-nitropyridin-4-yl)amino)methyl)-3,5-difluorobenzenesulfonamide BrC=1C(=NC=C(C1NCC1=C(C=C(C=C1F)S(=O)(=O)N)F)[N+](=O)[O-])OC